diethyl [1,1'-biphenyl]-4-ylphosphonate C1(=CC=C(C=C1)P(OCC)(OCC)=O)C1=CC=CC=C1